C(#N)C1=C(C=CC(=O)O)C=CC(=C1)O o-cyano-4-hydroxycinnamic acid